NC1=C(N=CC(=N1)N1CCC(CC1)(C)NCC=1C=C2CN(C(C2=C(C1)F)=O)C1C(NC(CC1)=O)=O)C1=C(C(=CC=C1)Cl)Cl 3-(5-(((1-(6-amino-5-(2,3-dichlorophenyl)pyrazin-2-yl)-4-methylpiperidin-4-yl)amino)methyl)-7-fluoro-1-oxoisoindolin-2-yl)piperidine-2,6-dione